O1CCNC2=C1C=CC(=C2)N2C(N(C(N(C2=O)C)=S)C)=O [1,4-dihydro-2H-benzo[1,4]Oxazin-6-yl]-1,5-dimethyl-6-thioxo-[1,3,5]Triazinane-2,4-dione